CC1=CC=C(C=C1)N(C1=CC=C(C=C1)C1(CCCCC1)C1=CC=C(C=C1)N(C1=CC=C(C=C1)C)C1=CC=C(C=C1)C)C1=CC=C(C=C1)C 1,1-bis(4-[bis(4-methylphenyl)amino]phenyl)cyclohexane